C[Si](C)(C)OC methyl-methoxydimethylsilane